CCCCCCCCCC(=CC=CC=CC=CC=CC(=O)O)O 11-hydroxy-eicosapentaenoic acid